o-Cresol-d7 [2H]C1=C(C(=C(C(=C1[2H])C([2H])([2H])[2H])O)[2H])[2H]